15α-hydroxyestradiol C[C@]12CC[C@H]3[C@H]([C@@H]1[C@H](C[C@@H]2O)O)CCC4=C3C=CC(=C4)O